2-(morpholin-4-yl)pyrimidin N1(CCOCC1)C1=NC=CC=N1